1-(4-chloro-3-fluorophenyl)-2-(2,6-dibromophenoxy)ethan-1-ol ClC1=C(C=C(C=C1)C(COC1=C(C=CC=C1Br)Br)O)F